2-Chloro-N-(1-cyclohexyl-1H-indazol-4-yl)-5-{[(2,2-dimethylpropionyl)amino]methyl}benzamide methyl-4-(3-((1r,3R,5S,7r)-3,5-dimethyladamantan-1-yl)guanidino)-3-fluorobenzoate COC(C1=CC(=C(C=C1)NC(=N)NC12C[C@]3(C[C@](CC(C1)C3)(C2)C)C)F)=O.ClC2=C(C(=O)NC3=C1C=NN(C1=CC=C3)C3CCCCC3)C=C(C=C2)CNC(C(C)(C)C)=O